methyl-3,4-dihydropyrimidin-4-one CC1=NC=CC(N1)=O